FC=1C=C2C(=C(NC2=C(C1)F)C1=CC=C(C=C1)F)CCNS(=O)(=O)CCC N-(2-(5,7-difluoro-2-(4-fluorophenyl)-1H-indol-3-yl)ethyl)propane-1-sulfonamide